NC=1C(=NC=C(N1)N1CCC2(CC1)[C@@H](C1=C(N=CS1)C2)N)SC2=C(C1=CN(CN=C1C=C2)CCOC)Cl (S)-6-((3-amino-5-(6-amino-4,6-dihydrospiro[cyclopenta[d]thiazole-5,4'-piperidin]-1'-yl)pyrazin-2-yl)thio)-5-chloro-3-(2-methoxyethyl)quinazolin